C(C)(C)(C)[C@H]1NCC2=C(C=CC=C12)NC1COCC1 tert-butyl-(R)-4-((tetrahydrofuran-3-yl)amino)isoindoline